C(F)(F)(F)F Carbon Tetrafluoride